(E)-3-Butylnon-2-enoic acid 11-bromoundecyl ester BrCCCCCCCCCCCOC(\C=C(\CCCCCC)/CCCC)=O